COC1=CC=C(CNC(=O)NC2=CC=C(C=C2)CN2C[C@@H](CC2)S(=O)(=O)C)C=C1 (R)-1-(4-methoxybenzyl)-3-(4-((3-(methylsulfonyl)pyrrolidin-1-yl)methyl)phenyl)urea